3-(2,7-dichloro-3-cyano-8-fluoropyrido[4,3-b]pyridin-4-yl)-3,8-diazabicyclo[3.2.1]octane ClC1=C(C(=C2C(=N1)C(=C(N=C2)Cl)F)N2CC1CCC(C2)N1)C#N